C1=CC=C(C=C1)NC=O The molecule is a member of the class of formamides that is formamide in which one of the amino hydrogens is replaced by a phenyl group. It is a member of formamides and an aromatic amide. It derives from a formamide.